(2R,3S,4R,5R)-5-(4-aminopyrrolo[2,1-f][1,2,4]triazin-7-yl)-5-cyano-4-hydroxy-2-((isobutyryloxy)methyl)tetrahydrofuran-3-yl L-valinate N[C@@H](C(C)C)C(=O)O[C@@H]1[C@H](O[C@@]([C@@H]1O)(C#N)C1=CC=C2C(=NC=NN21)N)COC(C(C)C)=O